BrC=1N(C=C2C(CCCC12)=O)C 1-bromo-2-methyl-2,5,6,7-tetrahydro-4H-isoindol-4-one